OC=1C=C2CC[C@H]([C@H](C2=CC1)C1=CC=C(C=C1)N1CCC(CC1)C=O)C1CC(CC(C1)(C)C)(C)C 1-[4-[(1S,2S)-6-hydroxy-2-(3,3,5,5-tetramethylcyclohexyl)tetralin-1-yl]phenyl]piperidine-4-carbaldehyde